C[Si]1(O[Si](O[Si](O[Si](O[Si](O[Si](O1)(C)C)(C)C)(C)C)(C)C)(C)C)C Dodecamethyl-Cyclohexasiloxan